(1R,5S,6R)-6-(5-((5-oxopyrido[2,3-d]pyridazin-6(5H)-yl)methyl)-1,2,4-oxadiazol-3-yl)-3-azabicyclo[3.1.0]hexane-3-carboxylic acid tert-butyl ester C(C)(C)(C)OC(=O)N1C[C@H]2C([C@H]2C1)C1=NOC(=N1)CN1N=CC2=C(C1=O)C=CC=N2